CN1NC2=NC(=CC(=C2C1=O)NC1=C(C=CC=C1)S(=O)(=O)C)NC1=CN=CC(=N1)C#N 6-((2-methyl-4-((2-(methylsulfonyl)phenyl)amino)-3-oxo-2,3-dihydro-1H-pyrazolo[3,4-b]pyridin-6-yl)amino)pyrazine-2-carbonitrile